2-[5-fluoro-2-methyl-4-(1-methylcyclopentyl)phenyl]-4-oxo-1H-1,6-naphthyridine-5-carboxamide FC=1C(=CC(=C(C1)C=1NC=2C=CN=C(C2C(C1)=O)C(=O)N)C)C1(CCCC1)C